ClC1=NC=CC(=C1Cl)N 2,3-dichloropyridin-4-amine